2-bromo-5-(9,9-diphenyl-9H-fluoren-2-yl)-1,3,4-oxadiazole BrC=1OC(=NN1)C1=CC=2C(C3=CC=CC=C3C2C=C1)(C1=CC=CC=C1)C1=CC=CC=C1